Cl.C1OCC2C1CNC2 hexahydro-1H-furo[3,4-c]pyrrole HCl salt